4-(5-(3-((2-(3-carboxypropionyl)-6-methoxybenzo[b]selenophen-5-yl)amino)propoxy)-6-methoxybenzo[b]selenophen-2-yl)-4-oxobutanoic acid C(=O)(O)CCC(=O)C1=CC2=C([Se]1)C=C(C(=C2)NCCCOC2=CC1=C([Se]C(=C1)C(CCC(=O)O)=O)C=C2OC)OC